sodium-lead [Pb].[Na]